2-Cyclopentyl-N-{4-[(3,5-difluoro-phenylamino)-methyl]-2,6-dimethyl-phenyl}-acetamide C1(CCCC1)CC(=O)NC1=C(C=C(C=C1C)CNC1=CC(=CC(=C1)F)F)C